tert-butyl (2R,3S)-2-(1-aminoethyl)-3-((tert-butyldiphenylsilyl)oxy)pyrrolidine-1-carboxylate NC(C)[C@H]1N(CC[C@@H]1O[Si](C1=CC=CC=C1)(C1=CC=CC=C1)C(C)(C)C)C(=O)OC(C)(C)C